2'-(1H-1,3-benzodiazol-2-yl)-5'-chloro-4-{[(1R)-1-phenylethyl]carbamoyl}-[1,1'-biphenyl]-2-carboxylic acid N1C(=NC2=C1C=CC=C2)C2=C(C=C(C=C2)Cl)C=2C(=CC(=CC2)C(N[C@H](C)C2=CC=CC=C2)=O)C(=O)O